2,4-dioxo-2,3,4,5-tetrahydro-1H-benzo[b][1,4]diazepine-7-carboxylic acid O=C1CC(NC2=C(N1)C=CC(=C2)C(=O)O)=O